1-(4-bromo-5-ethyl-1-methyl-1H-pyrazol-3-yl)-3-(4-methylpiperazin-1-yl)propan-1-one ethyl-4-(4-(5-(3-((tert-butoxycarbonyl)amino)prop-1-yn-1-yl)pyridin-2-yl)piperazin-1-yl)butanoate C(C)OC(CCCN1CCN(CC1)C1=NC=C(C=C1)C#CCNC(=O)OC(C)(C)C)=O.BrC=1C(=NN(C1CC)C)C(CCN1CCN(CC1)C)=O